N12C(CCNC2CCC1)CC1=CC=C(C=C1)CC1N2CCCC2NCC1 1,4-bis(1,5-diazabicyclo[4.3.0]nonylmethyl)benzene